C(C)(C)(C)C=1C(=CC(=C(C=O)C1)OCC1=CC=C(C=C1)OC)Cl 5-(tert-Butyl)-4-chloro-2-((4-methoxybenzyl)oxy)benzaldehyde